6,6-dimethyl-1,4,6,7-tetrahydropyrano[4,3-b]pyrrole-2-carbonyl fluoride CC1(CC=2NC(=CC2CO1)C(=O)F)C